tetrahydrobenzoxazepine-3-carboxamide O1NC(CCC2=C1C=CC=C2)C(=O)N